(Z)-3-(3-(3,5-bis(trifluoromethyl)phenyl)-1H-1,2,4-triazol-1-yl)-1-(3-((methylamino)methyl)azetidin-1-yl)prop-2-en-1-one FC(C=1C=C(C=C(C1)C(F)(F)F)C1=NN(C=N1)\C=C/C(=O)N1CC(C1)CNC)(F)F